CN1C(N(CC1)C1CC2CN(C1CC2)C=2N=CC(=NC2)C(=O)N)=O 5-(6-(3-methyl-2-oxoimidazolin-1-yl)-2-azabicyclo[2.2.2]octan-2-yl)pyrazine-2-carboxamide